(S)-2-(2,5-difluoro-4-(6-((2-fluoro-4-((2-oxo-1,2-dihydropyridin-4-yl)ethynyl)benzyl)oxy)pyridin-2-yl)benzyl)-1-(oxetan-2-ylmethyl)-1H-benzo[d]imidazole-6-carboxylic acid FC1=C(CC2=NC3=C(N2C[C@H]2OCC2)C=C(C=C3)C(=O)O)C=C(C(=C1)C1=NC(=CC=C1)OCC1=C(C=C(C=C1)C#CC1=CC(NC=C1)=O)F)F